1-{6-bromo-7-[(3S)-3-(morpholin-4-ylmethyl)-1,2,3,4-tetrahydroisoquinoline-2-carbonyl]-1,2,3,4-tetrahydroisoquinoline-2-yl}-2,2,2-trifluoroethane-1-one BrC=1C=C2CCN(CC2=CC1C(=O)N1CC2=CC=CC=C2C[C@H]1CN1CCOCC1)C(C(F)(F)F)=O